(5S,8R)-N-(4,5-dichloro-2-hydroxyphenyl)-1-fluoro-6,7,8,9-tetrahydro-5H-5,8-epimino-cyclohepta[c]pyridine-10-carboxamide ClC1=CC(=C(C=C1Cl)NC(=O)N1[C@H]2CC[C@@H]1CC=1C(=NC=CC12)F)O